C(OC(C)(C)C)(OC=1C(=NC=CC1)Cl)=O tert-butyl (2-chloropyrid-3-yl) carbonate